NC1=C(C=CC=C1)NC(C1=CC=C(C=C1)CN(C=1C=NC=CC1)C(=O)OC)=O N-(2-aminophenyl)-4-[N-(pyridine-3-yl)-methoxycarbonylamino-methyl]-benzamide